[Si](C)(C)(C(C)(C)C)OC[C@H]1N(C(CC1)OC)C(=O)OC(C)(C)C tert-butyl (2S)-2-(((tert-butyldimethylsilyl)oxy)methyl)-5-methoxypyrrolidine-1-carboxylate